2-bromo-N-(2-bromo-2,2-difluoro-acetyl)-2,2-difluoro-N'-[5-[6-(2,2,2-trifluoroethoxy)-3-pyridyl]pyrazin-2-yl]acetohydrazide BrC(C(=O)N(NC1=NC=C(N=C1)C=1C=NC(=CC1)OCC(F)(F)F)C(C(F)(F)Br)=O)(F)F